bis(4-tert-butylcyclohexyl) peroxy dicarbonate C(OC1CCC(CC1)C(C)(C)C)(OOOOC(OC1CCC(CC1)C(C)(C)C)=O)=O